(S)-N-(1-chloro-6-(2-chloro-5-fluorophenyl)-3-(2,2-difluoroethyl)-8-oxo-3,6,7,8-tetrahydropyrrolo[3,4-e]indazol-5-yl)-3-fluoro-5-(trifluoromethyl)benzamide ClC1=NN(C=2C=C(C3=C(C12)C(N[C@@H]3C3=C(C=CC(=C3)F)Cl)=O)NC(C3=CC(=CC(=C3)C(F)(F)F)F)=O)CC(F)F